(3S,4R)-4-((5-chloro-4-(3-(5-(2-hydroxypropan-2-yl)-4-isopropyl-4H-1,2,4-triazol-3-yl)bicyclo[1.1.1]pentan-1-yl)pyrimidin-2-yl)amino)tetrahydro-2H-pyran-3-ol ClC=1C(=NC(=NC1)N[C@H]1[C@@H](COCC1)O)C12CC(C1)(C2)C2=NN=C(N2C(C)C)C(C)(C)O